C(C)N1CC2=CC=C(C=C2C1)CN1N=C(C(=C1)C(=O)NCC1=C(C(=CC=C1N1N=NC(=C1)C)OC)F)COC 1-[(2-ethyl-1,3-dihydroisoindol-5-yl)methyl]-N-{[2-fluoro-3-methoxy-6-(4-methyl-1,2,3-triazol-1-yl)phenyl]methyl}-3-(methoxymethyl)pyrazole-4-carboxamide